tert-butyl N-[4-(dimethylsulfamoyl)-5-methyl-2-pyridyl]carbamate CN(S(=O)(=O)C1=CC(=NC=C1C)NC(OC(C)(C)C)=O)C